OC[C@@H]1N(C[C@@H]([C@H]([C@@H]1O)O)O)CC1CCC(CC1)C(F)(F)F (2S,3R,4R,5S)-2-(hydroxymethyl)-1-(((1r,4S)-4-(trifluoromethyl)cyclohexyl)methyl)piperidine-3,4,5-triol